tert-butyl (2S,4S)-4-(4-chloro-2-(6-((6,6-dimethyl-2,4-dioxo-3-azabicyclo[3.1.0]hexan-3-yl)methyl)pyrrolo[2,1-f][1,2,4]triazin-4-yl)-6-methylphenoxy)-2-methylpyrrolidine-1-carboxylate ClC1=CC(=C(O[C@H]2C[C@@H](N(C2)C(=O)OC(C)(C)C)C)C(=C1)C)C1=NC=NN2C1=CC(=C2)CN2C(C1C(C1C2=O)(C)C)=O